C(=O)(OC(C)(C)C)NC(C(=O)O)CC 2-(Boc)aminobutyric acid